1,6-bis(dimethoxymethylsilyl)hexaneN COC(OC)[SiH2]C=CCCCC[SiH2]C(OC)OC